OC1CN(C1)C=1SC2=C(N1)C=C(C=C2)NC(=O)C=2C=CC1=C(CCO1)C2 2,3-dihydro-benzofuran-5-carboxylic acid [2-(3-hydroxy-azetidin-1-yl)-benzothiazol-5-yl]-amide